7'-(2,6-dioxopiperidin-3-yl)-6'-oxa-7',8'-dihydro-6'H-spiro[azetidine-3,2'-pyrano[2,3-f]isoindole]-1-carboxylic acid tert-butyl ester C(C)(C)(C)OC(=O)N1CC2(C=CC=3C(=CC=4CN(OC4C3)C3C(NC(CC3)=O)=O)O2)C1